NC(=C(C(=O)[O-])C)CC amino-ethylmethacrylate